4-[(1ξ)-1-aminoethyl]-6-(dimethyl-amino)-2-[6-(4-ethyl-4H-1,2,4-triazol-3-yl)pyridin-2-yl]-2,3-dihydro-1H-pyrrolo[3,4-c]pyridin-1-one NC(C)C1=NC(=CC2=C1CN(C2=O)C2=NC(=CC=C2)C2=NN=CN2CC)N(C)C